6-(2-(cyclopentyloxy)-5-fluorobenzyl)-7,8-dihydro-1,6-naphthyridin-5(6H)-one C1(CCCC1)OC1=C(CN2C(C=3C=CC=NC3CC2)=O)C=C(C=C1)F